ClC=1C=CC(=C(C1)N1CCN(CC1)C(\C=C/C1=CC(=CC=C1)S(F)(F)(F)(F)F)=O)C (Z)-1-(4-(5-chloro-2-methylphenyl)-piperazine-1-yl)-3-(3-(pentafluoro-λ6-sulfaneyl)phenyl)prop-2-en-1-one